ClC1=CC=C(OC(C(=O)N2C(CN(CC2)S(=O)(=O)C2=CC=C(C(=O)O)C=C2)C)(C)C)C=C1 4-((4-(2-(4-chlorophenoxy)-2-methylpropanoyl)-3-methylpiperazin-1-yl)sulfonyl)benzoic acid